CC=1N=C(NC1C)C1=C(C=CC=C1OC)O 4,5-dimethyl-2-(2-hydroxy-6-methoxyphenyl)imidazole